c-1,3-Dimethylcyclohexane C[C@@H]1CCC[C@@H](C1)C